N1CCC(=CC1)C1=CNC2=CC=CC=C12 3-(1,2,3,6-tetrahydropyridin-4-yl)-1H-indole